C(CCCCCCCCCCC)C1C(CC1)=O 2-dodecyl-cyclobutanone